D-ribofuranosyl-1,3,5-triazin-2(1H)-one C1([C@H](O)[C@H](O)[C@H](O1)CO)N1C(N=CN=C1)=O